C(#N)C1=CC(=C(COC2=CC=CC(=N2)COC2CCN(CC2)CC2=NC3=C(N2C[C@H]2OCC2)C=C(C=C3)C(=O)O)C=C1)F (S)-2-((4-((6-((4-cyano-2-fluorobenzyl)oxy)pyridin-2-yl)methoxy)piperidin-1-yl)methyl)-1-(oxetan-2-ylmethyl)-1H-benzo[d]imidazole-6-carboxylic acid